[Cu].N[C@@H]1C2=CC=CC=C2CC12CCN(CC2)C=2C(=NC(=CN2)C#CCOC2=C(C=CC=C2)OC)CO (S)-(3-(1-amino-1,3-dihydrospiro[indene-2,4'-piperidin]-1'-yl)-6-(3-(2-methoxyphenoxy)prop-1-yn-1-yl)pyrazin-2-yl)methanol copper